(R)-N-(1-(3-(difluoromethyl)-2-fluorophenyl)ethyl)-7-methoxy-2-methyl-6-(piperazin-1-ylsulfonyl)pyrido[2,3-d]pyrimidin-4-amine FC(C=1C(=C(C=CC1)[C@@H](C)NC=1C2=C(N=C(N1)C)N=C(C(=C2)S(=O)(=O)N2CCNCC2)OC)F)F